COC(=O)C=1C(=CC=C(C1)CBr)C1=CC=C(C=C1)CBr 4,4'-dibromomethyl-biphenyl-2-carboxylic acid methyl ester